2-(2-fluoro-4-(2-((4-(5-fluoropyridin-2-yl)-5-methylthiazol-2-yl)amino)-2-oxoethyl)phenoxy)pyridine-3-carboxamide FC1=C(OC2=NC=CC=C2C(=O)N)C=CC(=C1)CC(=O)NC=1SC(=C(N1)C1=NC=C(C=C1)F)C